CC=1C(=CC2=C(CC(O2)CNC(OC(C)(C)C)=O)C1)C(NC1(CC1)C1=CC=CC2=CC=CC=C12)=O tert-butyl ((5-methyl-6-((1-(naphthalen-1-yl)cyclopropyl)carbamoyl)-2,3-dihydrobenzofuran-2-yl)methyl)carbamate